5-bromo-1,3-dimethyl-7-(1,4-dioxaspiro[4.5]dec-7-en-8-yl)quinolin-2(1H)-one BrC1=C2C=C(C(N(C2=CC(=C1)C1=CCC2(OCCO2)CC1)C)=O)C